18-(benzyloxy)-18-oxooctadeca-7-yl octanoate C(CCCCCCC)(=O)OC(CCCCCC)CCCCCCCCCCC(=O)OCC1=CC=CC=C1